FC1=CC=C(C=C1C1=CC(=CC=C1)OC)C1=NN(C=C1CC1=CC=C(C=C1)S(N)(=O)=O)C=1SC=C(N1)C(=O)O 2-(3-(6-fluoro-3'-methoxy-[1,1'-biphenyl]-3-yl)-4-(4-sulfamoylbenzyl)-1H-pyrazol-1-yl)thiazole-4-carboxylic acid